tert-Butyl (2-((2,6-dioxopiperidin-3-yl)carbamoyl)phenyl)carbamate O=C1NC(CCC1NC(=O)C1=C(C=CC=C1)NC(OC(C)(C)C)=O)=O